(E)-4-((4'-chloro-3'-(trifluoromethyl)-[1,1'-biphenyl]-3-yl)methylene)-7-hydroxy-2-methyl-1,2,3,4-tetrahydroacridine-9-carboxylic acid ClC1=C(C=C(C=C1)C1=CC(=CC=C1)\C=C\1/CC(CC2=C(C3=CC(=CC=C3N=C12)O)C(=O)O)C)C(F)(F)F